1-methyl-5-((R)-3-methylmorpholino)-3-(1H-pyrazol-3-yl)-1H-pyrazolo[4,3-b]pyridin CN1N=C(C2=NC(=CC=C21)N2[C@@H](COCC2)C)C2=NNC=C2